2-(methyl((1R,3S)-3-((6-(1-methyl-1H-pyrazol-4-yl)pyrazolo[1,5-a]pyrazin-4-yl)oxy)cyclopentyl)amino)acetonitrile CN(CC#N)[C@H]1C[C@H](CC1)OC=1C=2N(C=C(N1)C=1C=NN(C1)C)N=CC2